C1(=CC=CC=C1)C=1N=COC1C1=CC=CC=C1 4,5-diphenyl-oxazole